(3R,3'S,4'R)-1'-(6-amino-5-fluoropyrimidin-4-yl)-3-(3-chloro-5-fluorophenylamino)-4'-fluoro-1,3'-bipiperidin-2-one NC1=C(C(=NC=N1)N1C[C@@H]([C@@H](CC1)F)N1C([C@@H](CCC1)NC1=CC(=CC(=C1)F)Cl)=O)F